C(#N)C=1N=C(C2=C(N1)N(C=C2)[C@H]2[C@@H]([C@@H]([C@H](O2)COCP(O)(O)=O)O)O)NC2CCOCC2 [(2R,3S,4R,5R)-5-[2-cyano-4-(tetrahydro-pyran-4-ylamino)-pyrrolo[2,3-d]-pyrimidin-7-yl]-3,4-dihydroxy-tetrahydro-furan-2-yl]methoxy-methylphosphonic acid